N(=NC(CCC(=O)O)(C)C#N)C(CCC(=O)O)(C)C#N 4,4'-diazendiylbis(4-cyanopentanoic acid)